4-([1,1'-biphenyl]-4-yl)-6-(4-chlorophenyl)dibenzo[b,d]thiophene C1(=CC=C(C=C1)C1=CC=CC2=C1SC1=C2C=CC=C1C1=CC=C(C=C1)Cl)C1=CC=CC=C1